ClC1=NC=C(C(=N1)Cl)OCC=1C(=NC=CC1)C 2,4-dichloro-5-((2-methylpyridin-3-yl)methoxy)pyrimidine